OC1=C(C=C(C=C1C(C)(C)CC)C(C)(C)CC)C(C)C1=C(C(=CC(=C1)CCCCC)CCCCC)OC(C=C)=O acrylic acid 2-[1-(2-hydroxy-3,5-di-tert-pentylphenyl) ethyl]4,6-diamylphenyl ester